ClC=1C(=CC(=C(C1)SCC1=CC=CC=C1)F)[N+](=O)[O-] benzyl (5-chloro-2-fluoro-4-nitrophenyl) sulfide